tert-butyl 2-((2-(2-(2,6-dioxopiperidin-3-yl)-1-oxoisoindolin-5-yl)-3-fluoropyridin-4-yl)methyl)-2,6-diazaspiro[3.5]nonane-6-carboxylate O=C1NC(CCC1N1C(C2=CC=C(C=C2C1)C1=NC=CC(=C1F)CN1CC2(C1)CN(CCC2)C(=O)OC(C)(C)C)=O)=O